C(C)(C)(C)NS(=O)(=O)C1=CC(=CC=C1)NC1=NC(=NC=C1C)NC1=CC=C(C=C1)N1CCC(CC1)N(C)CC1=CC(=CC=C1)N1C(NC(CC1)=O)=O N-(tert-butyl)-3-((2-((4-(4-((3-(2,4-dioxotetrahydropyrimidin-1(2H)-yl)benzyl)(methyl)amino)piperidin-1-yl)phenyl)amino)-5-methylpyrimidin-4-yl)amino)benzenesulfonamide